3'-amino-[1,1-biphenyl] NC=1C=C(C=CC1)C1=CC=CC=C1